3-{5-[methyl(2,2,6,6-tetramethylpiperidin-4-yl)amino][1,3]thiazolo[5,4-d][1,3]thiazol-2-yl}-6-(1H-pyrazol-4-yl)pyrimidin-4(3H)-one trifluoroacetate FC(C(=O)O)(F)F.CN(C=1SC2=C(N1)SC(=N2)N2C=NC(=CC2=O)C=2C=NNC2)C2CC(NC(C2)(C)C)(C)C